4-(3-Pyrrolidin-1-ylpropyl)-2-vinylpyridine N1(CCCC1)CCCC1=CC(=NC=C1)C=C